3-(3-chloro-4-fluorophenyl)-1-(3-hydroxypropyl)-1-(1-(1-oxo-1,2-dihydroisoquinolin-4-yl)ethyl)urea ClC=1C=C(C=CC1F)NC(N(C(C)C1=CNC(C2=CC=CC=C12)=O)CCCO)=O